FC(COC1=C2C(=NC(=C1)F)C(=C(N2)C2=CC=NC=C2)C2=NC=CC=C2)F 4-[7-(2,2-difluoroethoxy)-5-fluoro-3-(pyridin-2-yl)-1H-pyrrolo[3,2-b]pyridin-2-yl]pyridin